FC=1C=C(C=C(C1OC1=C2C(=NC=C1)N(C=C2C2=C(SC=C2)C)COCC[Si](C)(C)C)F)NC(=O)NCC2(COC2)C 1-(3,5-difluoro-4-{[3-(2-methylthiophen-3-yl)-1-{[2-(trimethylsilyl)ethoxy]methyl}-1H-pyrrolo[2,3-b]pyridin-4-yl]oxy}phenyl)-3-[(3-methyloxetan-3-yl)methyl]urea